C(CCCCCCCCCCCC=C)=O z-13-tetradecenal